BrC=1C(=NC=2N(C1)C=C(N2)C(=O)N2CC(C1(CC2)NCC2=CC=CC=C2C1)O)O (6-bromo-7-hydroxyimidazo[1,2-a]pyrimidin-2-yl)(3'-hydroxy-2,4-dihydro-1H-spiro[isoquinoline-3,4'-piperidin]-1'-yl)methanone